CC1=NN2CN(C=CC2=C1)C#N 2-methylpyrazolo[1,5-c]pyrimidine-6-carbonitrile